BrC1=CC=2C3(C4=CC=CC=C4C2C=C1)C1=CC=CC=C1C=1C=CC=CC13 2-bromo-9,9'-spirobi[fluorene]